methyl 4-bromo-5-iodo-1-((2-(trimethylsilyl) ethoxy) methyl)-1H-pyrazole-3-carboxylate BrC=1C(=NN(C1I)COCC[Si](C)(C)C)C(=O)OC